(±)-5-[4-(6-hydroxy-2,5,7,8-tetramethylchroman-2-YL-methoxy)benzyl]-2,4-thiazolidinedione OC=1C(=C2CCC(OC2=C(C1C)C)(C)COC1=CC=C(CC2C(NC(S2)=O)=O)C=C1)C